BrC1=CC=C(CNC(C2=C(C=CC(=C2)F)OC)=O)C=C1 N-(4-bromobenzyl)-5-fluoro-2-methoxybenzamide